O=C(CCOC[C@H](C)NC1=C(C(NN=C1)=O)C(F)(F)F)N1CCN(CC1)C1=NC=CC=C1 (S)-5-((1-(3-Oxo-3-(4-(pyridin-2-yl)piperazin-1-yl)propoxy)propan-2-yl)amino)-4-(trifluoromethyl)pyridazin-3(2H)-one